N-[4-(cyclobutyloxy)-2-{2-[2-(methylamino)ethoxy]pyridin-4-yl}-3-(trifluoromethyl)phenyl]-2-(pyridazin-4-yl)-1,3-oxazole-4-carboxamide C1(CCC1)OC1=C(C(=C(C=C1)NC(=O)C=1N=C(OC1)C1=CN=NC=C1)C1=CC(=NC=C1)OCCNC)C(F)(F)F